C(C1=CC=CC=C1)OC(=O)C=1C=2C=CC=NC2C(=CC1OC[C@@H](CC1=CC=CC=C1)N)C (R)-6-(2-amino-3-phenylpropoxy)-8-methylquinoline-5-carboxylic acid benzyl ester